4-cyclopropoxypyridazine-3-carboxylic acid C1(CC1)OC1=C(N=NC=C1)C(=O)O